5-(2-(Dimethylamino)ethoxy)-N-(1-(2-fluorophenyl)cyclopropyl)-2-methylbenzamide CN(CCOC=1C=CC(=C(C(=O)NC2(CC2)C2=C(C=CC=C2)F)C1)C)C